Dibenzothiophenyl(diphenyltriazinyl)terbenzene C1(=CC=CC=2SC3=C(C21)C=CC=C3)C=3C(=C(C=CC3)C=3C(=CC=CC3)C3=CC=CC=C3)C3=NN=NC(=C3C3=CC=CC=C3)C3=CC=CC=C3